(1s,3s)-3-((6-(3-((2-((1S)-1-((tetrahydro-2H-pyran-2-yl)oxy)ethyl)-1H-imidazol-1-yl)methyl)isoxazol-5-yl)pyridin-3-yl)buta-1,3-diyn-1-yl)cyclobutan-1-ol O1C(CCCC1)O[C@@H](C)C=1N(C=CN1)CC1=NOC(=C1)C1=CC=C(C=N1)C#CC#CC1CC(C1)O